C1N(CCC2=CC=CC=C12)C1N(C=2C=CC=C3C2C1=CC1=CC=CC=C13)CC1=CC(=CC(=C1)OC)OC 5-(3,4-dihydroisoquinolin-2(1H)-yl)-4-(3,5-dimethoxybenzyl)-4,5-dihydronaphtho[3,2,1-cd]indole